FC1=NC=C(C=C1C=1OC2=C(C=C(C=C2C(C1C)=O)C)[C@@H](C)NC(OC(C)(C)C)=O)F tert-Butyl N-[(1R)-1-[2-(2,5-difluoro-3-pyridyl)-3,6-dimethyl-4-oxo-chromen-8-yl]ethyl]carbamate